C(=S)=NC(OCC)=O ethyl N-carbothioylcarbamate